C(C)OC1=NC=CC=C1C1=NC(=C(C=C1)OC1CC2(CN(C2)C2=C(C=C(C=C2)F)C(F)(F)F)C1)C(=O)NC1CN(C1)CCC(=O)O 3-(3-(2'-ethoxy-5-((2-(4-fluoro-2-(trifluoromethyl)phenyl)-2-azaspiro[3.3]heptan-6-yl)oxy)-[2,3'-bipyridine]-6-carboxamido)azetidin-1-yl)propanoic acid